P(=O)(O)(O)O[C@@H](CC(C(=O)[O-])=O)[C@H](O)CO 2-Dehydro-3-deoxy-phosphogluconat